cyclopentan-1-one C1(CCCC1)=O